C1CC12CNCCC2C=O 5-azaspiro[2.5]octane-8-yl-methanone